4-(3-amino-2-hydroxyphenyl)piperidine-1-carboxylic acid tert-butyl ester C(C)(C)(C)OC(=O)N1CCC(CC1)C1=C(C(=CC=C1)N)O